(3-methyloxetan-3-yl)methyl methacrylate C(C(=C)C)(=O)OCC1(COC1)C